CC=1N=C(C(=NC1C=1C2=C(N=NC1)N(C=N2)C)C(=O)N)NC2=CC=C(C=C2)N2CCOCC2 5-Methyl-6-(7-methylimidazo[4,5-c]pyridazin-4-yl)-3-(4-morpholinoanilino)pyrazin-2-carboxamid